1-(4-(3-(5-(1H-pyrazol-1-yl)pyrid-2-yl)-1-(2,6-difluorobenzyl)-5-((dimethyl-amino)methyl)-2,4-dioxo-1,2,3,4-tetrahydrothieno[2,3-d]pyrimidin-6-yl)phenyl)-3-cyclopropylurea N1(N=CC=C1)C=1C=CC(=NC1)N1C(N(C2=C(C1=O)C(=C(S2)C2=CC=C(C=C2)NC(=O)NC2CC2)CN(C)C)CC2=C(C=CC=C2F)F)=O